2-(6-deuterio-7-methyl-2-morpholino-[1,2,4]triazolo[1,5-a]pyrimidin-5-yl)-3-methyl-5-(trifluoromethyl)phenol [2H]C=1C(=NC=2N(C1C)N=C(N2)N2CCOCC2)C2=C(C=C(C=C2C)C(F)(F)F)O